[Re].[Ag] silver-rhenium